tert-butyl 2-((3-((Z)-((Z)-5-((5-(tert-butyl)-1H-imidazol-4-yl)methylene)-3,6-dioxopiperazin-2-ylidene)methyl)phenoxy)methyl)acrylate C(C)(C)(C)C1=C(N=CN1)\C=C\1/NC(/C(/NC1=O)=C/C=1C=C(OCC(C(=O)OC(C)(C)C)=C)C=CC1)=O